(R,S)-tert-Butyl 4-((4-(2-fluorophenyl)-6-oxopyrimidin-1(6H)-yl)methyl)-4-hydroxy-3,3-dimethylpiperidine-1-carboxylate FC1=C(C=CC=C1)C=1N=CN(C(C1)=O)C[C@@]1(C(CN(CC1)C(=O)OC(C)(C)C)(C)C)O